4-[8-amino-3-(2,7-dimethyl-1-oxooctahydro-1H-pyrido[1,2-c]pyrimidin-7-yl)imidazo[1,5-a]pyrazin-1-yl]-3-ethoxy-N-[4-(trifluoromethyl)pyridin-2-yl]benzamide NC=1C=2N(C=CN1)C(=NC2C2=C(C=C(C(=O)NC1=NC=CC(=C1)C(F)(F)F)C=C2)OCC)C2(CCC1N(C(N(CC1)C)=O)C2)C